disodium ethylenediaminetetraamine C(CN(N)N)N(N)N.[Na].[Na]